6-chloro-N-phenylisoquinolin-1(2H)-one ClC=1C=C2C=CN(C(C2=CC1)=O)C1=CC=CC=C1